C1(=CC=CC=C1)S(=O)(=O)C[C@H](O)C1=CC=C(C=C1)Br R-2-benzenesulfonyl-1-(4-bromophenyl)ethanol